C(C)C1=NC(=CC=C1O[C@@H]1C[C@H](CCC1)C(=O)O)C=1N=NN(C1CN1N=NC(=C1)CCCCC)C (1S,3S)-3-((2-ethyl-6-(1-methyl-5-((4-pentyl-1H-1,2,3-triazol-1-yl)methyl)-1H-1,2,3-triazol-4-yl)pyridin-3-yl)oxy)cyclohexane-1-carboxylic acid